ClC1=CC(=C(S1)C1=NC=C(C(=N1)C)O[C@@H]1C[C@H](CCC1)C(=O)O)COC(N(C)C1CCCC1)=O (1S,3S)-3-((2-(5-Chloro-3-(((cyclopentyl(methyl)carbamoyl)oxy)methyl)thiophen-2-yl)-4-methylpyrimidin-5-yl)oxy)cyclohexane-1-carboxylic acid